N-(4-(3,4-Dihydro-4-Oxo-3-(Pyridin-3-yl)Thieno[3,2-d]Pyrimidin-2-yl)Phenyl)Acetamide Hydrochloride Cl.O=C1C2=C(N=C(N1C=1C=NC=CC1)C1=CC=C(C=C1)NC(C)=O)C=CS2